8-cyano-1,2,4,5-tetrahydro-3H-benzo[d]azepin-3-carboxylic acid tert-butyl ester C(C)(C)(C)OC(=O)N1CCC2=C(CC1)C=CC(=C2)C#N